C[Si](OCC1CCN(CC1)C(=O)OC(C)(C)C)(C)C tert-butyl 4-(((trimethylsilyl)oxy)methyl)piperidine-1-carboxylate